N1=CC=C(C=C1)C1=CC=C(S1)C1CC(CC(C1)=O)=O 5-(5-(pyridin-4-yl)thiophen-2-yl)cyclohexane-1,3-dione